rac-N-{(3S,4S)-4-[([1,1'-biphenyl]-3-yl)methyl]-7-cyano-6-oxo-1,3,4,6-tetrahydro-2H-quinolizin-3-yl}methanesulfonamide C1(=CC(=CC=C1)C[C@H]1[C@H](CCC2=CC=C(C(N12)=O)C#N)NS(=O)(=O)C)C1=CC=CC=C1 |r|